CC(CC)N(C(C)=O)C(CC)C N,N-bis(1-methylpropyl)acetamide